2-(6-(4-(2,6-difluorophenyl)-4H-1,2,4-triazol-3-yl)pyridin-2-yl)-6-(isopropyl(methyl)amino)-4-((methylamino)methyl)-2,3-dihydro-1H-pyrrolo[3,4-c]pyridin-1-one FC1=C(C(=CC=C1)F)N1C(=NN=C1)C1=CC=CC(=N1)N1CC=2C(=NC(=CC2C1=O)N(C)C(C)C)CNC